(2,3-dihydroxyl)Benzoic acid OC1=C(C(=O)O)C=CC=C1O